[Ti].C(CCCCCCC\C=C/C\C=C/CCCCC)(=O)O.C(CCCCCCC\C=C/C\C=C/CCCCC)(=O)O bis(linoleic acid) titanium